N,N'-bis-Boc-D-lysine C(=O)(OC(C)(C)C)N[C@H](CCCCNC(=O)OC(C)(C)C)C(=O)O